9-[3-(9H-Carbazol-9-yl)phenyl]-9H-carbazole-3-carbonitrile C1=CC=CC=2C3=CC=CC=C3N(C12)C=1C=C(C=CC1)N1C2=CC=CC=C2C=2C=C(C=CC12)C#N